2,3'-dinitro-spiro[9H-fluorene-9,9'-[9H]xanthene] [N+](=O)([O-])C1=CC2=C(C=C1)C1=CC=CC=C1C21C2=CC=CC=C2OC=2C=C(C=CC12)[N+](=O)[O-]